N-[[6-[(E)-But-2-enoxy]-2-pyridyl]sulfonyl]-6-tert-butyl-2-(2,2,4-trimethylpyrrolidin-1-yl)pyridin-3-carboxamid C(\C=C\C)OC1=CC=CC(=N1)S(=O)(=O)NC(=O)C=1C(=NC(=CC1)C(C)(C)C)N1C(CC(C1)C)(C)C